C12(CC(C1)C2)C(=O)N2[C@H]([C@H](C(C2)(F)F)NS(=O)(=O)C)CC2=C(C(=CC=C2)C2=NC(=CC=C2)C)F N-[(2S,3R)-1-(bicyclo[1.1.1]pentane-1-carbonyl)-4,4-difluoro-2-{[2-fluoro-3-(6-methylpyridin-2-yl)phenyl]methyl}pyrrolidin-3-yl]methanesulfonamide